N-(6-amino-5-methyl-3-pyridyl)-2-[(2S,5R)-2-(3-chloro-5-fluoro-phenyl)-5-methyl-1-piperidyl]-2-oxo-acetamide NC1=C(C=C(C=N1)NC(C(=O)N1[C@@H](CC[C@H](C1)C)C1=CC(=CC(=C1)F)Cl)=O)C